2,3-dichloro-N-(2'-ethyl-6'-methylphenyl)Maleimide ClC=1C(=O)N(C(C1Cl)=O)C1=C(C=CC=C1C)CC